ClC=1C=C2COCCC3=CC=CC=C3C=3C=CC(=C(NS(C(C1OC)=C2)(=O)=O)C3)F 14-chloro-20-fluoro-15-methoxy-10-oxa-17λ6-thia-18-azatetracyclo[17.3.1.112,16.02,7]tetracosa-1(23),2,4,6,12,14,16(24),19,21-nonaene 17,17-dioxide